COC1=C(C=CC=C1)C(CNC1=CC(=NC=2N1N=CN2)C)N2CCCC2 N-[2-(2-methoxyphenyl)-2-(1-pyrrolidinyl)ethyl]-5-methyl[1,2,4]triazolo[1,5-a]pyrimidin-7-amine